P(=O)(OC)(OC[C@H](CCCCCCCCCCCCCCCCCCC)OCC1=CC(=CC(=C1)F)C#N)O methyl ((S)-2-((3-cyano-5-fluorobenzyl)oxy) henicosyl) hydrogen phosphate